C(OC(C)CCCCOOC(C)(C)C)([O-])=O tert-butylperoxy-2-hexyl carbonate